C(C1=CC=CC=C1)S(=O)(=O)NC(C1=CC=C(C=C1)N1CCN(CC1)CC1=C(C=CC=C1)C1=CC=C(C=C1)OC)=O N-benzylsulfonyl-4-[4-[[2-(4-methoxyphenyl)phenyl]methyl]piperazine-1-yl]benzamide